ClC1=C(C(=C(CNC(C(C)C)=O)C=C1)F)C=1NC(C=C(N1)C1=NC=C(C=C1)OCCOCCC)=O N-(4-chloro-2-fluoro-3-{6-oxo-4-[5-(2-propoxyethoxy)pyridin-2-yl]-1,6-dihydropyrimidin-2-yl}benzyl)isobutyramide